phenylpropyl-phospholane C1(=CC=CC=C1)CCCP1CCCC1